N1C=NC(=C1)C1=NC2=C(N1C1=CC3=C(NC(N3)=O)C=C1)C=CC(=C2)C(=O)NC 2-(1H-imidazol-4-yl)-N-methyl-2'-oxo-2',3'-dihydro-1'H-[1,5'-bi-benzo[d]imidazole]-5-carboxamide